CO[C@H]([C@H](C(NS(=O)(=O)C1=CC=C(C=C1)CNC(C(F)(F)F)=O)=O)C)[C@H]1N(CCC1)C(=O)OC(C)(C)C tert-Butyl (S)-2-((1R,2R)-1-Methoxy-2-methyl-3-oxo-3-((4-((2,2,2-trifluoroacetamido)methyl)phenyl)sulfonamido)propyl)pyrrolidine-1-carboxylate